(2R,4R)-2-benzyl-4-hydroxypyrrolidine-1,2-dicarboxylic acid 1-(tert-butyl) ester C(C)(C)(C)OC(=O)N1[C@](C[C@H](C1)O)(C(=O)O)CC1=CC=CC=C1